2,10,13-tri-tert-butyl-5-(4-(tert-butyl)phenyl)-7-chloro-8-methyl-5H-5,15b-diaza-15c-borabenzo[gh]indeno[1,2,3-no]tetraphene C(C)(C)(C)C1=CC=2B3N4C5=C(C=C(C=C5C=5C3=C(N(C2C=C1)C1=CC=C(C=C1)C(C)(C)C)C=C(C5C)Cl)C(C)(C)C)C=5C=C(C=CC54)C(C)(C)C